(R)-2-(4-(2-amino-4-methoxyphenyl)-1H-indol-1-yl)propanol NC1=C(C=CC(=C1)OC)C1=C2C=CN(C2=CC=C1)[C@@H](CO)C